Ethane-1,1-diphosphonic acid C(C)(P(O)(=O)O)P(O)(=O)O